3-(3-(tert-butyl)-1-phenyl-1H-pyrazol-5-yl)urea C(C)(C)(C)C1=NN(C(=C1)NC(N)=O)C1=CC=CC=C1